6-amino-4-(1-methyl-1H-indazol-6-yl)-2-(prop-2-enoyl)-2,3-dihydro-1H-isoindol-1-one NC1=CC(=C2CN(C(C2=C1)=O)C(C=C)=O)C1=CC=C2C=NN(C2=C1)C